C1(CCCCC1)OC=1C=C2CCC(=C(C2=CC1)C)CN1C[C@H](CC1)C(=O)O (3S)-1-{[6-(Cyclohexyloxy)-1-methyl-3,4-dihydro-2-naphthalenyl]methyl}-3-pyrrolidinecarboxylic acid